FC(OC1=NC=CC(=C1)N1C[C@@H](CC1)C(=O)OC)F methyl (R)-1-(2-(difluoromethoxy)pyridin-4-yl)pyrrolidine-3-carboxylate